N-(5-(6-ethoxypyrazin-2-yl)pyridin-2-yl)-2-fluoro-2-(2-(methylsulfonylamino)pyrimidin-4-yl)-(S)-butyramide C(C)OC1=CN=CC(=N1)C=1C=CC(=NC1)NC([C@](CC)(C1=NC(=NC=C1)NS(=O)(=O)C)F)=O